ClC1=NC2=CC(=CC=C2C(=C1)COC)C#N 2-chloro-4-(methoxymethyl)quinoline-7-carbonitrile